2-(dimethylaminomethylene)-3,4-dihydronaphthalen CN(C)C=C1CC2=CC=CC=C2CC1